tricarbonyl-manganese (I) C(=O)=[Mn+](=C=O)=C=O